N7-butyl-1-[(2-methoxy-4-{[(1R,4R)-5-methyl-2,5-diaza-bicyclo[2.2.1]heptan-2-yl]methyl}-phenyl)methyl]-1H-pyrazolo[4,3-d]pyrimidine-5,7-diamine C(CCC)NC=1C2=C(N=C(N1)N)C=NN2CC2=C(C=C(C=C2)CN2[C@H]1CN([C@@H](C2)C1)C)OC